BrC1=C(OC=2C(=NC=NC2)N2CC3(CCN(C3)C(=O)OC(C)(C)C)CC2)C=CC(=C1)F tert-Butyl 7-(5-(2-bromo-4-fluorophenoxy)pyrimidin-4-yl)-2,7-diazaspiro[4.4]nonane-2-carboxylate